N1=C(C=CC=C1)P(CC=1C(=CC=CC1)CP(C(C)(C)C)C1=NC=CC=C1)C(C)(C)C α,α'-bis(2-pyridyl-(t-butyl)phosphino)ortho-xylene